4-(1-(2-Chloro-4-((cyclopropylamino)-methyl)phenyl)-1H-imidazol-4-yl)-N-(1-(methylsulfonyl)-piperidin-4-yl)-5-(trifluoromethyl)-pyrimidin-2-amine ClC1=C(C=CC(=C1)CNC1CC1)N1C=NC(=C1)C1=NC(=NC=C1C(F)(F)F)NC1CCN(CC1)S(=O)(=O)C